BrC1=CC=C2C(NC(N(C2=C1)C(C)C=1N=CN(C1)COCC[Si](C)(C)C)=O)=O 7-bromo-1-(1-(1-((2-(trimethylsilyl)ethoxy)methyl)-1H-imidazol-4-yl)ethyl)quinazoline-2,4(1H,3H)-dione